CN1CC2N(CC1)C(OC21CCN(CC1)CC=1NC(C2=C(N1)C=C(S2)C=2C=NNC2C)=O)=O 7-methyl-1'-[[6-(5-methyl-1H-pyrazol-4-yl)-4-oxo-3,4-dihydrothieno[3,2-d]pyrimidin-2-yl]methyl]tetrahydro-5H-spiro[1,3-oxazolo[3,4-a]pyrazine-1,4'-piperidin]-3-one